(R)-N-((-)-1-(3-amino-4-fluorophenyl)-1-(4-cyanophenyl)-3-cyclopropyl-propyl)-2-methylpropane-2-sulfinamide NC=1C=C(C=CC1F)C(CCC1CC1)(C1=CC=C(C=C1)C#N)N[S@](=O)C(C)(C)C